ClC=1C=C(C=CC1F)C(C)C1=CC=2NC3=CC=CC=C3SC2C=C1 2-(1-(3-chloro-4-fluorophenyl)ethyl)-10H-phenothiazine